ClC1=CC=C(C=C1)NC(=O)N[C@H]1C(NC[C@@H]1C1=CC=CC=C1)=O |o1:11,15| (+)-1-(4-chlorophenyl)-3-[(3R*,4S*)-2-oxo-4-phenylpyrrolidin-3-yl]urea